N-(5-(2-ethyl-6-methylbenzo[d]oxazol-5-yl)pyridin-2-yl)-3,5-difluoro-isonicotinamide C(C)C=1OC2=C(N1)C=C(C(=C2)C)C=2C=CC(=NC2)NC(C2=C(C=NC=C2F)F)=O